2-chloro-N-(2-((1-(cyclopropylsulfonyl)piperidin-4-yl)amino)-2-oxo-1-(pyrazin-2-yl)ethyl)-N-(4-(oxazol-5-yl)phenyl)acetamide ClCC(=O)N(C1=CC=C(C=C1)C1=CN=CO1)C(C(=O)NC1CCN(CC1)S(=O)(=O)C1CC1)C1=NC=CN=C1